5-Methylbenzo[c]phenanthridin-5-ium C[N+]1=C2C3=C(C=CC2=C2C=CC=CC2=C1)C=CC=C3